BrC1=CN=C(C2=CN=C(C(=C12)I)N)NC 4-bromo-5-iodo-N1-methyl-2,7-naphthyridine-1,6-diamine